C[C@@H]1CN(C(=CC1)C1=C(C(=C(C(=C1[2H])[2H])[2H])[2H])[2H])C(=O)OC(C)(C)C tert-butyl (3S)-3-methyl-6-(2,3,4,5,6-pentadeuteriophenyl)-3,4-dihydro-2H-pyridine-1-carboxylate